O=C1C[C@H](NC1)C(=O)O 4-oxo-L-proline